2-{4-[5-chloro-2-(4-chloro-1H-1,2,3-triazol-1-yl)phenyl]-5-methoxy-2-oxopyridin-1(2H)-yl}-4-methoxy-N-(2-methyl-2H-indazol-5-yl)butanamide ClC=1C=CC(=C(C1)C1=CC(N(C=C1OC)C(C(=O)NC1=CC2=CN(N=C2C=C1)C)CCOC)=O)N1N=NC(=C1)Cl